4-azido-N-(5-methyl-3-isoxazolyl)benzenesulfonamide N(=[N+]=[N-])C1=CC=C(C=C1)S(=O)(=O)NC1=NOC(=C1)C